N1(N=CC=C1)C1=CC=C(CN(C2=CC(=NC=C2)OCCN2CCOCC2)CC2=CC(=CC=C2)OC)C=C1 N-(4-(1H-pyrazol-1-yl)benzyl)-N-(3-methoxybenzyl)-2-(2-morpholinoethoxy)pyridin-4-amine